1-Cyclopropyl-6-fluoro-2-(4-methylpyrimidin-5-yl)-1H-benzo[d]imidazol C1(CC1)N1C(=NC2=C1C=C(C=C2)F)C=2C(=NC=NC2)C